S1C(=NC2=C1C=CC=C2)NC2=C(C1=C(N=N2)N(CCC1)C=1SC(=C(N1)C(=O)O)CCCOC1=C(C=C(C=C1)CCCN(C)C)F)C 2-{3-[(1,3-benzothiazol-2-yl)amino]-4-methyl-5H,6H,7H,8H-pyrido[2,3-c]pyridazin-8-yl}-5-(3-{4-[3-(dimethylamino)propyl]-2-fluorophenoxy}propyl)-1,3-thiazole-4-carboxylic acid